C1(=CC=CC=C1)C1=CC=CC2=NC(N=C21)=O phenyl-benzimidazolone